2,2-dimethyl-N-(2,4,6-trimethoxyphenyl)dodecanamide CC(C(=O)NC1=C(C=C(C=C1OC)OC)OC)(CCCCCCCCCC)C